BrC1=CN2C(S1)=C(C=N2)C(=O)NC=2C(=NC=C(C2)NC(=O)NCCC2CCN(CC2)C)C 2-bromo-N-(2-methyl-5-(3-(2-(1-methylpiperidin-4-yl)ethyl)ureido)pyridin-3-yl)pyrazolo[5,1-b]Thiazole-7-carboxamide